COC(C1=CC(=CC=C1)N1C(NC2(C1)CCC(CC2)(C2=CC=CC=C2)N(C)C)=O)=O 3-(8-dimethylamino-2-oxo-8-phenyl-1,3-diazaspiro[4.5]decan-3-yl)-benzoic acid methyl ester